FC1(CC1)S(=O)(=O)N[C@H]1CN(C[C@H]1F)C1=NO[C@@H](C1)C1=NC=C(C=C1C1=C(C=C(C=C1F)F)F)C 1-fluoro-N-[(3S,4R)-4-fluoro-1-{(5S)-5-[5-methyl-3-(2,4,6-trifluorophenyl)pyridin-2-yl]-4,5-dihydro-1,2-oxazol-3-yl}pyrrolidin-3-yl]cyclopropane-1-sulfonamide